2-[(6-bromo-4-fluoro-benzotriazol-1-yl)methoxy]Ethyl-trimethyl-silane BrC=1C=C(C2=C(N(N=N2)COCC[Si](C)(C)C)C1)F